CC=1C=C(C=C(C1)C)C(CC(C=O)C)(CC=C(C)C)C 4-(3,5-dimethylphenyl)-2,4,7-trimethyloct-6-enal